tert-butyl 2-((5-((((4-(3,4-difluorophenoxy)phenyl)carbamoyl)oxy) methyl)-2-(2,6-dioxopiperidin-3-yl)-3-oxoisoindolin-4-yl)oxy)acetate FC=1C=C(OC2=CC=C(C=C2)NC(=O)OCC=2C(=C3C(N(CC3=CC2)C2C(NC(CC2)=O)=O)=O)OCC(=O)OC(C)(C)C)C=CC1F